C1(CC1)C1=NN(C=N1)C1CC2(CN(C2)C(=O)N2CC(C2)C=2C=CC(=C(C#N)C2)OC(F)(F)F)C1 5-[1-[6-(3-cyclopropyl-1,2,4-triazol-1-yl)-2-azaspiro[3.3]heptane-2-carbonyl]azetidin-3-yl]-2-(trifluoromethoxy)benzonitrile